3-methyl-2-[(Z)-2-phenylvinyl]-2,3-dihydro-1,3-benzothiazole CN1C(SC2=C1C=CC=C2)\C=C/C2=CC=CC=C2